ClC=1C=C(C=NC1OCC1CC1)N 5-chloro-6-(cyclopropylmethoxy)pyridin-3-amine